BrC(C(=O)NC1=C(C=CC(=C1)NC(C(CBr)Br)=O)S(=O)(=O)O)CBr 2,4-di[(2,3-dibromo-1-oxo-propyl)amino]benzenesulfonic acid